C(N)(OCC1=CC=C(C=C1)COC(N)=O)=O Para-xylylene dicarbamate